ClCC mono-2-chloroethane